Acetoxymethyl 1-(((1-acetoxyethoxy)carbonyl)oxy)-2,2,6,6-tetraethylpiperidine-4-carboxylate C(C)(=O)OC(C)OC(=O)ON1C(CC(CC1(CC)CC)C(=O)OCOC(C)=O)(CC)CC